C(OC[C@H]1O[C@@]([C@@H]([C@@H]1O)O)(C#N)C1=CC=C2C(=NC=NN21)N)(OCC2(CC2)C(F)(F)F)=O ((2R,3S,4R,5R)-5-(4-aminopyrrolo[2,1-f][1,2,4]triazin-7-yl)-5-cyano-3,4-dihydroxytetrahydrofuran-2-yl)methyl ((1-(trifluoromethyl)cyclopropyl)methyl) carbonate